C(=O)(O)CC (carboxy-methyl)methane